4-fluoro-2',6'-dimethyl-[1,1'-Biphenyl] FC1=CC=C(C=C1)C1=C(C=CC=C1C)C